OC=1C(=C(C(=CC1)C)C1=C2C(=NC(=C1)C(=O)N)C=NN2C)C 7-(3-hydroxy-2,6-dimethylphenyl)-1-methyl-pyrazolo[4,3-b]pyridine-5-carboxamide